N,N-dimethyl-methylamine CN(C)C